6-(4-Fluorophenyl)-5-Azaspiro[2.5]Octane FC1=CC=C(C=C1)C1NCC2(CC2)CC1